ClC1=C(C=CC(=C1)C(=O)N1[C@H]([C@@H](N(CC1)C1=CC(=NC=C1)Cl)C)C)[S@](=O)CC(=O)OCC |&1:24| (±)-Ethyl 2-((2-chloro-4-(4-(2-chloropyridin-4-yl)-trans-2,3-dimethylpiperazine-1-carbonyl)phenyl)sulfinyl)acetate